CC(C(=O)N)(C)OC1=C(C=CC=C1)[N+](=O)[O-] 2-methyl-2-(o-nitrophenoxy)propanamide